6-bromo-N'-[4-[tert-butyl(dimethyl)silyl]oxy-2-(1-methylethyl)phenyl]-4-[[(3S)-tetrahydrofuran-3-yl]amino]pyrrolo[1,2-b]pyridazine-3-carboxamidine BrC=1C=C2N(N=CC(=C2N[C@@H]2COCC2)C(=NC2=C(C=C(C=C2)O[Si](C)(C)C(C)(C)C)C(C)C)N)C1